C(N)(OC1CCC(CC1)N)=O ((1S,4S)-4-aminocyclohexyl) carbamate